C1(CC1)S(=O)(=O)C=1C=C2CN(C(C2=CC1)C(=O)NC1=CC=C(C=C1)C(C(F)(F)F)(C(F)(F)F)O)C(CO)=O 5-(Cyclopropylsulfonyl)-N-[4-(1,1,1,3,3,3-hexafluoro-2-hydroxypropan-2-yl)phenyl]-2-(hydroxyacetyl)-2,3-dihydro-1H-isoindol-1-carboxamid